1-(2-fluorophenyl)methanesulfonamide FC1=C(C=CC=C1)CS(=O)(=O)N